Methyl 9-[(3-fluorophenyl)sulfonyloxy]-3,10-dimethoxy-5,6,7,8,13,13a-hexahydroisoquinolino[3,2-a]isoquinoline-2-carboxylate FC=1C=C(C=CC1)S(=O)(=O)OC1=C(C=CC=2CC3N(CCC=4C=C(C(=CC34)C(=O)OC)OC)CC12)OC